N-(7-((1-(4-(2,6-dioxopiperidin-3-yl)-2-fluorophenyl)-4-hydroxypiperidin-4-yl)methyl)-7-azaspiro[3.5]non-2-yl)-3-methoxybenzamide O=C1NC(CCC1C1=CC(=C(C=C1)N1CCC(CC1)(O)CN1CCC2(CC(C2)NC(C2=CC(=CC=C2)OC)=O)CC1)F)=O